OCC(C)(C)OC1=C(C=C(C=C1)C(CCC1=C(N=C(S1)C1=CC=C(C=C1)C(F)(F)F)C(C)C)=O)C 1-(4-((1-hydroxy-2-methylpropan-2-yl)oxy)-3-methylphenyl)-3-(4-isopropyl-2-(4-(trifluoromethyl)phenyl)thiazol-5-yl)propan-1-one